O.O.OC1[C@H](O)[C@@H](O)[C@H](O[C@H]2[C@H](O)[C@@H](O)[C@@H](O)[C@H](O2)CO)[C@H](O1)CO Lactose monohydrate monohydrate